(2S,9S)-2,9-diacetoxyundecane C(C)(=O)O[C@@H](C)CCCCCC[C@H](CC)OC(C)=O